ClC1=C(C(=CC(=C1Cl)Cl)O)C1CCN(CC1)C(=O)[C@@H]1CN(CC1)C(=O)OC(C)(C)C tert-butyl (3S)-3-(4-(2,3,4-trichloro-6-hydroxyphenyl)piperidine-1-carbonyl)pyrrolidine-1-carboxylate